2-(methoxymethyl)-N7-(1-methylindan-1-yl)pyrazolo[1,5-a]pyrimidine-3,7-dicarboxamide COCC1=NN2C(N=CC=C2C(=O)NC2(CCC3=CC=CC=C23)C)=C1C(=O)N